2-[(2-methylpyrazole-3-carbonyl)amino]acetic acid methyl ester COC(CNC(=O)C=1N(N=CC1)C)=O